(trifluoromethyl)-2-pentene FC(F)(F)CC=CCC